Cl.Cl.Cl.N1=NC=CC=C1 pyridazine trihydrochloride